(4-pyridyl)thiazole-5-carbaldehyde N1=CC=C(C=C1)C=1SC(=CN1)C=O